NC1=C(C2=C(N=C(N=C2)S(=O)(=O)C)N1C1=C(C(=CC=C1C)OC)C)C(=O)N 6-amino-7-(3-methoxy-2,6-dimethylphenyl)-2-(methylsulfonyl)-7H-pyrrolo[2,3-d]pyrimidine-5-carboxamide